phosphorus bisoctyl-zinc salt C(CCCCCCC)[Zn]CCCCCCCC.[P]